(S)-2-amino-4-((3-(benzylamino)-3-oxopropyl)seleno)butyric acid N[C@H](C(=O)O)CC[Se]CCC(=O)NCC1=CC=CC=C1